BrC=1C=C(C=C(C1)C#N)C1(CC(C1)C)C(=O)NNC(=S)NC 1-[[1-(3-Bromo-5-cyano-phenyl)-3-methyl-cyclobutanecarbonyl]amino]-3-methyl-thiourea